N-(1-(4,4-difluoropiperidin-1-yl)-6-oxo-1,6-dihydropyridin-3-yl)-4-((2-hydroxyethyl)sulfonamido)-2-(6-azaspiro[2.5]octan-6-yl)benzamide FC1(CCN(CC1)N1C=C(C=CC1=O)NC(C1=C(C=C(C=C1)NS(=O)(=O)CCO)N1CCC2(CC2)CC1)=O)F